[N+](=[N-])=C1CC=C(C(=O)N)C=C1 4-diazobenzamide